N1(C=NC=C1)CCC1=C(C(=C2C(=NC(=NN21)C=2N(C=CN2)C)N)C)C2=NN(C=C2)C(C)C (2-(1H-Imidazol-1-yl)ethyl)-6-(1-isopropyl-1H-pyrazol-3-yl)-5-methyl-2-(1-methyl-1H-imidazol-2-yl)pyrrolo[2,1-f][1,2,4]triazin-4-amine